2-methyl-4-(thien-3-yl)but-3-yn-2-ol CC(C)(C#CC1=CSC=C1)O